OC12C[C@H]3C([C@H](CC(C1)C3)C2)NC2=C3C(=NC=C2C(=O)OCC2CC2)NC=C3 cyclopropylmethyl 4-(((1R,2s,3S,5r,7s)-5-hydroxyadamantan-2-yl)amino)-1H-pyrrolo[2,3-b]pyridine-5-carboxylate